C(#N)C=1C=C(C=CC1OCC1CCOCC1)S(=O)(=O)NC(C1=C(C=CC=C1)OC=1C=C2C(=NC1)NC=C2)=O N-{[3-cyano-4-(tetrahydro-2H-pyran-4-ylmethoxy)phenyl]sulfonyl}-2-(1H-pyrrolo[2,3-b]pyridin-5-yloxy)benzamide